CC(=O)C1C(CCC(C1)C(C)C)C 2-methyl-5-isopropylcyclohexyl methyl ketone